tert-butyl 6-chloro-3-iodo-1H-pyrrolo[3,2-c]pyridine-1-carboxylate ClC1=CC2=C(C=N1)C(=CN2C(=O)OC(C)(C)C)I